[N+](=O)([O-])C=1C=C(C=C(C1)C(F)(F)F)N1CCOCC1 4-(3-nitro-5-(trifluoromethyl)phenyl)morpholine